(R)-(1,3-Dimethyl-azetidin-3-yl)-[4-ethoxy-3-(3-methyl-[1,2,4]oxadiazol-5-yl)-phenyl]-(4-trifluoromethoxy-phenyl)-methanol CN1CC(C1)(C)[C@@](O)(C1=CC=C(C=C1)OC(F)(F)F)C1=CC(=C(C=C1)OCC)C1=NC(=NO1)C